2-chloro-5-(5-chloropyridin-2-yl)oxazole ClC=1OC(=CN1)C1=NC=C(C=C1)Cl